6-chloro-1-(2-methyl-2H-indazol-6-yl)-3-((2-(trimethylsilyl)ethoxy)methoxy)-1H-pyrazolo[4,3-c]pyridine ClC1=CC2=C(C=N1)C(=NN2C=2C=CC1=CN(N=C1C2)C)OCOCC[Si](C)(C)C